C(CC)(=O)NCCCC[C@H](N)C(=O)O N6-propionyl-L-lysine